NC1=NC=2C=CC=CC2C2=C1N=C(N2CC(C)(O)C)CC(F)(F)F 1-(4-amino-2-(2,2,2-trifluoroethyl)-1H-imidazo[4,5-c]quinolin-1-yl)-2-methylpropan-2-ol